2-(9-methoxynonyl)isoindole-1,3-dione COCCCCCCCCCN1C(C2=CC=CC=C2C1=O)=O